triphenylmethyl 2,2-dimethyl-6-bromohexanoate CC(C(=O)OC(C1=CC=CC=C1)(C1=CC=CC=C1)C1=CC=CC=C1)(CCCCBr)C